N,N'-di-[3-(methanesulfonyloxy)-4-ethyl-phenyl]urea CS(=O)(=O)OC=1C=C(C=CC1CC)NC(=O)NC1=CC(=C(C=C1)CC)OS(=O)(=O)C